methyl 8-methoxy-6-({2-oxo-[1,2'-bipyridin]-3-yl}amino)imidazo[1,2-b]pyridazine-3-carboxylate COC=1C=2N(N=C(C1)NC=1C(N(C=CC1)C1=NC=CC=C1)=O)C(=CN2)C(=O)OC